[Ru](Cl)Cl.C(C)(C)CC1=CC=CC=C1 (i-propyltoluene) ruthenium dichloride